C[Si](C)(C)C(C(=O)O)(CCCCCCCCCCCC(=O)O)[Si](C)(C)C bis(trimethylsilyl)1,14-tetradecanedioic acid